2,8-bis(diphenylphosphoryl)dibenzo[B,D]thiophene C1(=CC=CC=C1)P(=O)(C1=CC=CC=C1)C1=CC2=C(SC3=C2C=C(C=C3)P(=O)(C3=CC=CC=C3)C3=CC=CC=C3)C=C1